N-tert-butyl-N'-tetradecyl-3-tetradecylaminopropylaminopropionamidine C(C)(C)(C)NC(C(C)NCCCNCCCCCCCCCCCCCC)=NCCCCCCCCCCCCCC